ethyl 1,3-dimethyl-2-oxo-1,2,3,4-tetrahydropyrimidine-5-carboxylate CN1C(N(CC(=C1)C(=O)OCC)C)=O